N,N-dimethyl-1-(6-(4-morpholino-2-(4-(m-tolyl)-1H-pyrazol-1-yl)furo[3,2-d]pyrimidin-6-yl)pyridin-3-yl)methanamine CN(CC=1C=NC(=CC1)C1=CC=2N=C(N=C(C2O1)N1CCOCC1)N1N=CC(=C1)C=1C=C(C=CC1)C)C